5-(2,5-difluorobenzyl)-N-(6-(5-((4-hydroxy-4-methylpentyl)oxy)-2-methylphenyl)pyrimidin-4-yl)-4H-1,2,4-triazole-3-carboxamide FC1=C(CC=2NC(=NN2)C(=O)NC2=NC=NC(=C2)C2=C(C=CC(=C2)OCCCC(C)(C)O)C)C=C(C=C1)F